(3-amino-6-propyl-4,5,6,7-tetrahydropyrazolo[3,4-c]pyridin-1-yl)(6-fluoro-1,2,3,4-tetrahydroquinolin-4-yl)methanone NC1=NN(C=2CN(CCC21)CCC)C(=O)C2CCNC1=CC=C(C=C21)F